CN1[C@@H]2[C@H](CC1)CN(C2)C2=C(C=NC=1NC3=C(C=C(C=C3C12)F)N(C)C(=O)OC(C)(C)C)C1=CN2C(C(=CC=C2C=C1)C(=O)O)=O 7-[4-[(3aR,6aR)-1-methyl-2,3,3a,4,6,6a-hexahydropyrrolo[3,4-b]pyrrol-5-yl]-8-[tert-butoxycarbonyl(methyl)amino]-6-fluoro-9H-pyrido[2,3-b]indol-3-yl]-4-oxo-quinolizine-3-carboxylic acid